(S)-4-((6-Fluoropyridin-2-yl)methyl)-N-(8-((1-hydroxycyclobutyl)ethynyl)-1-methyl-2-oxo-2,3,4,5-tetrahydro-1H-benzo[b]azepin-3-yl)-1H-pyrazole-1-carboxamide FC1=CC=CC(=N1)CC=1C=NN(C1)C(=O)N[C@H]1CCC2=C(N(C1=O)C)C=C(C=C2)C#CC2(CCC2)O